CC(CCCCCOC(C(C)OC1=CC(=C(C=C1)C1=NC(=NC(=N1)C1=CC=C(C=C1)C1=CC=CC=C1)C1=CC=C(C=C1)C1=CC=CC=C1)O)=O)C 2-[4-(4,6-bis-biphenyl-4-yl-[1,3,5]triazine-2-yl)-3-hydroxy-phenoxy]-propionic acid 6-Methyl-Heptyl ester